(1S,2R)-2-((S)-5-Bromo-8-((1-methyl-1H-benzo[d][1,2,3]triazol-5-yl)methoxy)-1-((1-oxoisoindolin-2-yl)methyl)-1,2,3,4-tetrahydroisochinolin-2-carbonyl)cyclohexan BrC1=C2CCN([C@@H](C2=C(C=C1)OCC1=CC2=C(N(N=N2)C)C=C1)CN1C(C2=CC=CC=C2C1)=O)C(=O)C1CCCCC1